ClC1=C(C=C(C(=C1)F)C1=NC=NC2=CC(=CC=C12)N1CCOCC1)C(O)C=1N=NC(=CC1C)OC [2-Chloro-4-fluoro-5-(7-morpholin-4-yl-quinazolin-4-yl)-phenyl]-(6-methoxy-4-methylpyridazin-3-yl)methanol